2-(3-Chlorophenyl)-1-(4-(5-(7-(1-methyl-1H-pyrazol-4-yl)quinazolin-5-yl)pyridin-2-yl)piperazin-1-yl)ethan-1-one ClC=1C=C(C=CC1)CC(=O)N1CCN(CC1)C1=NC=C(C=C1)C1=C2C=NC=NC2=CC(=C1)C=1C=NN(C1)C